BrC1=C(N=C(C=2N1N=C(C2)C(F)F)N2CCC1(CC2)[C@@H](C=2C(=NC=CC2)C1)N[S@](=O)C(C)(C)C)C (R)-N-[(5S)-1'-[7-bromo-2-(difluoromethyl)-6-methyl-pyrazolo[1,5-a]pyrazin-4-yl]spiro[5,7-dihydrocyclopenta[b]pyridine-6,4'-piperidine]-5-yl]-2-methyl-propane-2-sulfinamide